CN(C(C=C)=O)C1=CC(=CC=C1)B1OC(C(O1)(C)C)(C)C N-methyl-N-(3-(4,4,5,5-tetramethyl-1,3,2-dioxaborolan-2-yl)phenyl)acrylamide